FC1(CNC1)CN1CCCCC1 1-((3-fluoroazetidin-3-yl)methyl)piperidin